4-[2-cyclopropyl-7-(dimethylamino)-5-oxo-[1,3]thiazolo[4,5-d]pyrimidin-4-yl]-2,3-dihydro-isoindol-1-one C1(CC1)C=1SC2=C(N(C(N=C2N(C)C)=O)C2=C3CNC(C3=CC=C2)=O)N1